CN1N=CC(=C1)C=1N=C(C=2N(C1)N=CC2)O[C@@H]2[C@H]1CN([C@@H](C2)C1)C(=O)OC(C)(C)C |r| racemic-tert-butyl (1R,4R,5S)-5-((6-(1-methyl-1H-pyrazol-4-yl)pyrazolo[1,5-a]pyrazin-4-yl)oxy)-2-azabicyclo[2.2.1]heptane-2-carboxylate